7-((3-(2,4-dioxotetrahydropyrimidin-1(2H)-yl)phenyl)amino)-N,N-diisopropylheptanamide O=C1N(CCC(N1)=O)C=1C=C(C=CC1)NCCCCCCC(=O)N(C(C)C)C(C)C